ClC1=C(C=C2C=NNC2=C1)NC1=CC=C(C=C1)F 6-chloro-N-(4-fluorophenyl)-1H-indazol-5-amine